O1CCC(CC1)OC1=CC=C(C=N1)C=O 6-((tetrahydro-2H-pyran-4-yl)oxy)-3-pyridinecarboxaldehyde